tert-butyl (R)-4-(2-(3-(3-((4-bromobenzyl)(1-phenyl-2,5,8,11-tetraoxatridecan-13-yl)carbamoyl)piperidin-1-yl)phenoxy)-2-methylpropanoyl)piperazine-1-carboxylate BrC1=CC=C(CN(C(=O)[C@H]2CN(CCC2)C=2C=C(OC(C(=O)N3CCN(CC3)C(=O)OC(C)(C)C)(C)C)C=CC2)CCOCCOCCOCCOCC2=CC=CC=C2)C=C1